N1=CC(=CC=C1)NC1=NSC2=C1C(=CC=C2)OCC2=CC=CC=C2 3-(pyridin-3-ylamino)-4-benzyloxy-benzo[d]isothiazole